(3R)-3-amino-5-[(4-chlorophenyl)methyl]-8-fluoro-1,1-dioxo-7-[4-(trifluoromethyl)-2-pyridyl]-2,3-dihydro-1λ6,5-benzothiazepin-4-one N[C@H]1CS(C2=C(N(C1=O)CC1=CC=C(C=C1)Cl)C=C(C(=C2)F)C2=NC=CC(=C2)C(F)(F)F)(=O)=O